O=C1NC(=NS1)C1=CC=C(CNC=2C=CC(=C(C(=O)NC3=CC=C(C=C3)C)C2)N2CCCCC2)C=C1 5-((4-(5-oxo-4,5-dihydro-1,2,4-thiadiazol-3-yl)benzyl)amino)-2-(piperidin-1-yl)-N-(p-tolyl)benzamide